7-(diethylamino)-4-((6-hydroxyhexyl)thio)-2-oxo-2H-chromene-3-carbaldehyde C(C)N(C1=CC=C2C(=C(C(OC2=C1)=O)C=O)SCCCCCCO)CC